6-Chloro-1-methyl-8-(1-methyl-1H-pyrazol-4-yl)-9H-pyrido[3,4-b]indole ClC=1C=C2C3=C(NC2=C(C1)C=1C=NN(C1)C)C(=NC=C3)C